FC1=C(C(=CC=C1)C)NC1=NC(=CC=C1C(=O)N)C=1C=NN(C1)C1=NC(=CC=C1)N1CCN(CC1)C 2-[(2-Fluoro-6-methylphenyl)amino]-6-{1-[6-(4-methylpiperazin-1-yl)pyridin-2-yl]-1H-pyrazol-4-yl}pyridine-3-carboxamide